CC(C1CCNCC1)N 1-methyl-(piperidin-4-yl)methylamine